(3R,9S*)-tert-Butyl 11,11-difluoro-9-(fluoromethyl)-9-hydroxy-3-methyl-3,4,8,9,10,11-hexahydro-1H-pyrido[4',3':3,4]pyrazolo[1,5-a]azepine-2(7H)-carboxylate FC1(C=2N(CC[C@@](C1)(O)CF)N=C1C2CN([C@@H](C1)C)C(=O)OC(C)(C)C)F |o1:6|